2-((3-(2,6-Dioxopiperidin-3-yl)-1-methyl-1H-indazol-7-yl)oxy)-N-(thiazol-4-yl-methyl)acetamide O=C1NC(CCC1C1=NN(C2=C(C=CC=C12)OCC(=O)NCC=1N=CSC1)C)=O